methyl (R)-2-(dimethylamino)-2-((R)-2-((R)-1-((2S,3R)-3-hydroxy-2-(6-phenylpicolinamido) butanamido)-3-methylbutyl)-5-oxo-1,3,2-dioxaborolan-4-yl)acetate CN([C@@H](C(=O)OC)[C@H]1OB(OC1=O)[C@H](CC(C)C)NC([C@H]([C@@H](C)O)NC(C1=NC(=CC=C1)C1=CC=CC=C1)=O)=O)C